[Cl-].C(C1CO1)[N+](CCO)(CCO)CC (2,3-epoxypropyl)ethylbis(2-hydroxyethyl)ammonium chloride